OC(C(=O)OC1CC2CCC(C1)[N+]21CCCC1)(C1=CC=CC=C1)C1=CC=CC=C1 3-(2-hydroxy-2,2-diphenylacetoxy)spiro[bicyclo[3.2.1]octane-8,1'-pyrrolidin]-8-ium